CC(C)(C)S(=O)N=CCCC(F)(F)F 2-methyl-N-(4,4,4-trifluorobutylidene)propane-2-sulfinamide